ClC=1C=C2C(=NC(=NC2=C(C1C=1C(=CC=C2C=CN(C12)C)C)F)N1CC(C1)N(C)C)N1C[C@H](N(C[C@@H]1C)C(C=C)=O)C 1-((2R,5S)-4-((S)-6-chloro-7-(1,6-dimethyl-1H-indol-7-yl)-2-(3-(dimethylamino)azetidin-1-yl)-8-fluoroquinazolin-4-yl)-2,5-dimethylpiperazin-1-yl)prop-2-en-1-one